N2-(((9H-fluoren-9-yl)methoxy)carbonyl)-N5-(((2R,3S,4R,5S)-5-(2-amino-2-oxoethyl)-3,4-dihydroxytetrahydrofuran-2-yl)methyl)-L-glutamine C1=CC=CC=2C3=CC=CC=C3C(C12)COC(=O)N[C@@H](CCC(NC[C@H]1O[C@H]([C@@H]([C@@H]1O)O)CC(=O)N)=O)C(=O)O